tricalcium sodium silicate [Si]([O-])([O-])([O-])[O-].[Na+].[Ca+2].[Ca+2].[Ca+2]